N1(CC=CC1)C1=CC(=NC2=C(N=CC=C12)C1=CC=NN1)N1CCOCC1 4-(2,5-dihydro-1H-pyrrol-1-yl)-2-(morpholin-4-yl)-8-(1H-pyrazol-5-yl)-1,7-naphthyridine